4-hydroxy-1,3-dihydro-2-benzofuran-1,3-dione OC1=CC=CC=2C(OC(C21)=O)=O